FC1(C(C(CCC1)[C@@H]1N2C(C3=CC=CC=C13)=CN=C2)O)F 2,2-difluoro-6-((S)-5H-imidazo[5,1-a]isoindol-5-yl)cyclohexan-1-ol